C(CCC)(OC(C)C)(OC(C)C)OC(C)C triisopropyl orthobutyrate